C(C)N1N=CC(=C1)CNC1=C(C=C(C(=O)OC)C=C1[N+](=O)[O-])OC methyl 4-[(1-ethylpyrazol-4-yl) methylamino]-3-methoxy-5-nitro-benzoate